β-phenylpropyl mercaptan C1(=CC=CC=C1)C(CS)C